3-Chlorobenzo[c][1,10]phenanthroline ClC1=CC=C2C=CC=3C4=C(C=NC3C2=N1)C=CC=C4